(1R,3S)-3-(5-{[(benzyloxy)carbonyl]amino}-2H-pyrazol-3-yl)cyclopentyl (2S)-2-methylpyrrolidine-1-carboxylate C[C@@H]1N(CCC1)C(=O)O[C@H]1C[C@H](CC1)C=1NN=C(C1)NC(=O)OCC1=CC=CC=C1